FC1=CC=CC2=C1C=C(O2)C=2C=C(C(=C(C2)O)C(C)C)O 5-(4-Fluoro-1-benzofuran-2-yl)-2-isopropylbenzene-1,3-diol